BrC=1N=C(SC1)[C@H]([C@@H](CO)NC(=O)OC(C)(C)C)OCC=1N=C(SC1)C(=O)N([C@@H](C(C)C)C(=O)OCC[Si](C)(C)C)C 2-(trimethylsilyl)ethyl N-(4-(((1S,2R)-1-(4-bromothiazol-2-yl)-2-((tert-butoxycarbonyl)amino)-3-hydroxypropoxy)methyl)thiazole-2-carbonyl)-N-methyl-L-valinate